OC(=CC(=O)SCCNC(CCNC([C@@H](C(COP(OP(OC[C@@H]1[C@H]([C@H]([C@@H](O1)N1C=NC=2C(N)=NC=NC12)O)OP(=O)(O)O)(=O)O)(=O)O)(C)C)O)=O)=O)C=CCCCCCCCCCCCCC 3-hydroxyoctadecadienoyl-coa